ClC1=C(C(=CC=C1)CC)N1C(=CC(C2=C(N=C(C=C12)CC)OCC(CO)O)=O)C 1-(2-chloro-6-ethylphenyl)-5-(2,3-dihydroxypropoxy)-7-ethyl-2-methyl-1,6-naphthyridin-4(1H)-one